F\C(\C(=O)[O-])=C/C(CCCC)S(=O)(=O)C1=CC=CC=C1 (Z)-2-fluoro-4-benzenesulfonyl-2-octenoate